2-hydroxypropanesulphonate OC(CS(=O)(=O)[O-])C